COC=1C=C(C=CC1)C=1N=NN(C1)C[C@@H]1OC[C@H](CC1)NC1=NC=CC(=N1)C(F)(F)F (2R,3R,4R,5S)-2-((4-(3-methoxyphenyl)-1H-1,2,3-triazol-1-yl)methyl)-5-((4-(trifluoromethyl)pyrimidin-2-yl)amino)tetrahydro-2H-pyran